C(#N)C=1C=C(C=CC1)C=1N=C(SC1C1=CC(=NC(=C1)C)C)NC(=O)N1[C@H](CC1)C(C)(C)O (2R)-N-[4-(3-Cyanophenyl)-5-(2,6-dimethyl-4-pyridyl)thiazol-2-yl]-2-(1-hydroxy-1-methyl-ethyl)azetidin-1-carboxamid